Methyl (S)-3-phenyl-4-((S)-tetrahydro-2H-pyran-3-carbonyl)-2,3,4,5-tetrahydrobenzo[f][1,4]oxazepine-8-carboxylate C1(=CC=CC=C1)[C@H]1COC2=C(CN1C(=O)[C@@H]1COCCC1)C=CC(=C2)C(=O)OC